(R)-tert-butyl 2-(2-((5-bromo-7-((tetrahydrofuran-2-yl)methoxy)benzofuran-3-yl)methoxy)phenyl)acetate BrC=1C=C(C2=C(C(=CO2)COC2=C(C=CC=C2)CC(=O)OC(C)(C)C)C1)OC[C@@H]1OCCC1